ClC=1C=C(C=C(C1)NS(=O)(=O)C)NC(=O)C1=CC(=C(S1)C)C1=NC=C(C=N1)OC1CN(C1)C(=O)OC(C)(C)C tert-butyl 3-[(2-{5-[(3-chloro-5-methanesulfonamidophenyl)carbamoyl]-2-methylthiophen-3-yl}pyrimidin-5-yl)oxy]azetidine-1-carboxylate